C(C)(C)(C)OC(=O)N1CCC(CC1)(COC(F)(F)F)F 4-fluoro-4-[(trifluoromethoxy)methyl]piperidine-1-carboxylic acid tert-butyl ester